ClC=1SC(=CN1)COC1=CC=CC(=N1)C1CCN(CC1)CC1=NC2=C(N1CCOC)C=C(C=C2)C(=O)O 2-((4-(6-((2-chlorothiazol-5-yl)methoxy)pyridin-2-yl)piperidin-1-yl)methyl)-1-(2-methoxyethyl)-1H-benzo[d]imidazole-6-carboxylic acid